2-((6-cyclopropyl-4-(2-(trifluoromethyl)pyrimidin-5-yl)pyridin-2-yl)methyl)isoindoline-1,3-dione C1(CC1)C1=CC(=CC(=N1)CN1C(C2=CC=CC=C2C1=O)=O)C=1C=NC(=NC1)C(F)(F)F